NC1=NC=NN2C1=C(C=C2C=O)Br 4-amino-5-bromopyrrolo[2,1-f][1,2,4]Triazine-7-carbaldehyde